O[C@H]1[C@@H](O[C@@H]([C@@H]([C@@H]1N1N=NC(=C1)C1=CC(=C(C(=C1)F)F)F)O)CO)S[C@H](C(=O)N(C)CC)[C@H](CC)O (2S,3S)-2-(((2S,3R,4S,5R,6R)-3,5-dihydroxy-6-(hydroxymethyl)-4-(4-(3,4,5-trifluorophenyl)-1H-1,2,3-triazol-1-yl)tetrahydro-2H-pyran-2-yl)thio)-N-ethyl-3-hydroxy-N-methylpentanamide